C(C)(C)(C)N1CCC(CC1)OC=1C(=C2C(=NC=NC2=CC1OC)NC1=C(C(=C(C=C1)Cl)Cl)F)N tert-butyl-4-((5-amino-4-((3,4-dichloro-2-fluorophenyl)amino)-7-methoxyquinazolin-6-yl)oxy)piperidine